2-[3-(diethylamino)-4-{2-[(2,3-dihydro-1H-inden-2-yl)amino]pyrimidin-5-yl}-1H-pyrazol-1-yl]-1-{1H,4H,5H,6H,7H-[1,2,3]triazolo[4,5-c]pyridin-5-yl}ethan-1-one C(C)N(C1=NN(C=C1C=1C=NC(=NC1)NC1CC2=CC=CC=C2C1)CC(=O)N1CC2=C(CC1)NN=N2)CC